N-(4-(7-(((1r,4r)-4-(dimethylamino)cyclohexyl)amino)-1-isopropyl-2-oxo-1,4-dihydropyrimido[4,5-d]pyrimidin-3(2H)-yl)-2-fluorophenyl)pyridine-3-sulfonamide CN(C1CCC(CC1)NC1=NC=C2C(=N1)N(C(N(C2)C2=CC(=C(C=C2)NS(=O)(=O)C=2C=NC=CC2)F)=O)C(C)C)C